3-chloro-5-((4-methylphenyl)sulfonamido)benzoic acid ClC=1C=C(C(=O)O)C=C(C1)NS(=O)(=O)C1=CC=C(C=C1)C